bis-(2-hydroxyethyl)ammonium OCC[NH2+]CCO